(S)-N'-((8-fluoro-1,2,3,5,6,7-hexahydro-s-indacen-4-yl)carbamoyl)-2-(2-hydroxypropan-2-yl)-4-methylthiazole-5-sulfonimidamide FC=1C=2CCCC2C(=C2CCCC12)NC(=O)N=[S@@](=O)(N)C1=C(N=C(S1)C(C)(C)O)C